The molecule is a trihydroxyicosatrienoate that is the conjugate base of 11,14,15-trihydroxy-(5Z,8Z,12E)-icosatrienoic acid, obtained by deprotonation of the carboxy group; major species at pH 7.3. It is a conjugate base of an 11,14,15-trihydroxy-(5Z,8Z,12E)-icosatrienoic acid. CCCCCC(C(/C=C/C(C/C=C\\C/C=C\\CCCC(=O)[O-])O)O)O